CC(CC)O 2-Butyl alcohol